N-(tert-butyl)-3-(4-(1-(2-chloro-1H-imidazol-1-yl)ethyl)phenyl)-5-isobutylthiophene-2-sulfonamide C(C)(C)(C)NS(=O)(=O)C=1SC(=CC1C1=CC=C(C=C1)C(C)N1C(=NC=C1)Cl)CC(C)C